2-oxo-5-(4-((5-oxomorpholin-3-yl)methoxy)phenyl)-6-(trifluoromethyl)-1,2-dihydropyridine-3-carboxamide O=C1NC(=C(C=C1C(=O)N)C1=CC=C(C=C1)OCC1NC(COC1)=O)C(F)(F)F